2,5-di-tert.butylhydroquinone C(C)(C)(C)C1=C(O)C=C(C(=C1)O)C(C)(C)C